N1=C(C=CC=C1)C=1N=C(SC1)NC1=CC=C(C=N1)N1CC(CCC1)C(=O)NCC(F)(F)F 1-(6-(4-(pyridin-2-yl)thiazol-2-ylamino)pyridin-3-yl)-N-(2,2,2-trifluoroethyl)piperidine-3-carboxamide